4-(3-(2,4-dichlorophenyl)-2,3-dihydrobenzo[b][1,4]dioxin-5-yl)piperidine ClC1=C(C=CC(=C1)Cl)C1OC2=C(OC1)C=CC=C2C2CCNCC2